S1C(=CC=C1)S(=O)(=O)N1C=NC=C1 1-(thiophen-2-ylsulfonyl)-1H-imidazole